(S)-6,8-di-trideuteromethyl-2-(trifluoromethyl)-2H-chromene-3-carboxylic acid [2H]C(C=1C=C2C=C([C@H](OC2=C(C1)C([2H])([2H])[2H])C(F)(F)F)C(=O)O)([2H])[2H]